NC1=C(N=CC(=N1)N1CCC2(CC1)C(C1=CC(=CC=C1C2)Cl)N)SC2=C(C(=NC=C2)N)Cl 1'-(6-amino-5-((2-amino-3-chloro-pyridin-4-yl)thio)pyrazin-2-yl)-6-chloro-1,3-dihydrospiro[indene-2,4'-piperidin]-1-amine